N,N-dimethyl-3-phenoxycyclopentan-1-amine CN(C1CC(CC1)OC1=CC=CC=C1)C